bis(diphenylamino)methane C1(=CC=CC=C1)N(C1=CC=CC=C1)CN(C1=CC=CC=C1)C1=CC=CC=C1